tert-butyl (5-(1-(5,5-difluoro-2-oxopiperidin-1-yl)-2-((2S,5S)-2,5-dimethylmorpholino)ethyl)thiazol-2-yl)carbamate FC1(CCC(N(C1)C(CN1C[C@@H](OC[C@@H]1C)C)C1=CN=C(S1)NC(OC(C)(C)C)=O)=O)F